2,4,6-trimethoxycyclotriboroxane COB1OB(OB(O1)OC)OC